ClC1=C2C(=NC=C1OC1=CC(=NC=C1)NC(OC1COC1)=O)N=C(N2C)NC2=NN1C(C(N(CC1)C)=O)=C2 oxetan-3-yl (4-((7-chloro-1-methyl-2-((5-methyl-4-oxo-4,5,6,7-tetrahydropyrazolo[1,5-a]pyrazin-2-yl)amino)-1H-imidazo[4,5-b]pyridin-6-yl)oxy)pyridin-2-yl)carbamate